C1(CC1)C=1C(NC=2C=C(C=NC2C1)CN1CCC(=CC1)C=1C=NC(=CC1)C(=O)NC)=O 1'-((7-cyclopropyl-6-oxo-5,6-dihydro-1,5-naphthyridin-3-yl)methyl)-N-methyl-1',2',3',6'-tetrahydro-[3,4'-bipyridine]-6-carboxamide